3-(5-(((S)-1-(3,5-dimethyl-1-phenyl-1H-pyrazole-4-carbonyl)piperidin-2-yl)methoxy)-1-oxoisoindolin-2-yl)piperidine-2,6-dione CC1=NN(C(=C1C(=O)N1[C@@H](CCCC1)COC=1C=C2CN(C(C2=CC1)=O)C1C(NC(CC1)=O)=O)C)C1=CC=CC=C1